5-bromo-3-(bromomethyl)-2-methoxypyridine BrC=1C=C(C(=NC1)OC)CBr